OC=1C=C2C=CC=C3CC(C(C1)=C32)=O 7-hydroxyacenaphthylen-1(2H)-one